P.[Pd] PALLADIUM (0) PHOSPHINE